(2S,3R)-2-aminooctadecane-1,3-diol N[C@@H](CO)[C@@H](CCCCCCCCCCCCCCC)O